tert-butyl (S)-2-(2,3,9-trimethyl-4-phenyl-6H-thieno[3,2-f][1,2,4]triazolo[4,3-a][1,4]diazepin-6-yl)acetate CC1=C(C=2C(=N[C@H](C=3N(C2S1)C(=NN3)C)CC(=O)OC(C)(C)C)C3=CC=CC=C3)C